CC1(C2=C(N3C4=C1C=CC=C4C=4C=CC=CC34)SC=C2)C 8,8-DIMETHYL-8H-THIENO[3',2':5,6]PYRIDO[3,2,1-JK]CARBAZOL